1-(4-(heptylseleno)phenyl)-3-(piperidin-1-yl)propan-1-one C(CCCCCC)[Se]C1=CC=C(C=C1)C(CCN1CCCCC1)=O